2,2-dimethylpyrrolidin-1-ol CC1(N(CCC1)O)C